((tosyloxy)methyl)piperidine-1-carboxylic acid benzyl ester C(C1=CC=CC=C1)OC(=O)N1C(CCCC1)COS(=O)(=O)C1=CC=C(C)C=C1